NC[C@@H](C1CCCCC1)NS(=O)(=O)C1=C(C=C(C(=C1)Br)Cl)F (R)-N-(2-amino-1-cyclohexylethyl)-5-bromo-4-chloro-2-fluorobenzenesulfonamide